Cl.Cl.NOCCCN 3-(aminooxy)propan-1-amine-di-HCl salt